ClC=1C=CC2=C(N(C3=C(CC2)C=CC=C3)CCCN(C/C=C/C(C)=O)C)C1 (E)-5-[3-(3-chloro-10,11-dihydro-5H-dibenzo[b,f]azepin-5-yl)propyl-methyl-amino]pent-3-en-2-one